1,4-bis[(2,4,6-trimethylphenyl)amino]Anthracene-9,10-dione CC1=C(C(=CC(=C1)C)C)NC1=CC=C(C=2C(C3=CC=CC=C3C(C12)=O)=O)NC1=C(C=C(C=C1C)C)C